CN(C1=CC=C(C#N)C=C1)CC=O 4-[METHYL(2-OXOETHYL)AMINO]BENZONITRILE